FC(OC1=NC(=CC=C1NC(=O)C1(CCC(CC1)(O)C#C)C1=C(C=CC=C1)C(C)C)OC)F N-(2-(difluoromethoxy)-6-methoxypyridin-3-yl)-4-ethynyl-4-hydroxy-1-(2-isopropylphenyl)cyclohexane-1-carboxamide